Cyclohexanol C1(CCCCC1)O